N1N=C(C=C1)CNC1=CC(=NC2=CC(=CC(=C12)F)Br)N N4-((1H-Pyrazol-3-yl)methyl)-7-bromo-5-fluoroquinoline-2,4-diamine